2-(4-fluoro-2,6-diisopropylphenyl)acetyl chloride FC1=CC(=C(C(=C1)C(C)C)CC(=O)Cl)C(C)C